C1=NC=CC2=C(C=CC=C12)N1N=CC(=C1C(F)(F)F)C(=O)OCC Ethyl 1-(isoquinolin-5-yl)-5-(trifluoromethyl)-1H-pyrazole-4-carboxylate